N-(4-(2-amino-5-(1-ethyl-1H-pyrazol-4-yl)pyridin-3-yl)-3-fluorophenyl)-6-cyano-1-(4-fluorophenyl)-5-methyl-2-oxo-1,2-dihydropyridine-3-carboxamide NC1=NC=C(C=C1C1=C(C=C(C=C1)NC(=O)C=1C(N(C(=C(C1)C)C#N)C1=CC=C(C=C1)F)=O)F)C=1C=NN(C1)CC